C(C)OC=1C=C(C=CC1OC)[C@@H](CS(=O)(=O)C)N1C(C2=CC(=CC(=C2C1=O)NC(C)=O)C#CCCCO)=O (S)-N-(2-(1-(3-ethoxy-4-methoxyphenyl)-2-(methylsulfonyl)ethyl)-6-(5-hydroxypent-1-yn-1-yl)-1,3-dioxoisoindolin-4-yl)acetamide